COC(=O)C=1C(=CC=2N(C1)C=C(N2)C21COC(C2)(C1)CF)OC(CC)C 2-[1-(fluoromethyl)-2-oxabicyclo[2.1.1]hex-4-yl]-7-[1-methylpropoxy]imidazo[1,2-a]pyridine-6-carboxylic acid methyl ester